[Si](C)(C)(C(C)(C)C)OC1CC(CC(C1)N1C(=NC=2C=NC(=CC21)C2=NNC=N2)C2=C(C=CC=C2)F)NC(=O)C=2SC(=CN2)Cl N-(3-((tert-butyldimethylsilyl)oxy)-5-(2-(2-fluorophenyl)-6-(1H-1,2,4-triazol-3-yl)-1H-imidazo[4,5-c]pyridin-1-yl)cyclohexyl)-5-chlorothiazole-2-carboxamide